COC1=CC=C(C(=O)NC=2C=C(C=CC2)N2N=NC(=C2)C2=C(C(=O)O)C=CN=C2)C=C1 (1-(3-(4-methoxybenzamido)phenyl)-1H-1,2,3-triazole-4-yl)isonicotinic acid